N(=C=O)C1C2CC(C(C1)C2)N=C=O 2,5-diisocyanato-norbornane